N-(3-((tert-butyldimethylsilyl)oxy)-2,6-dimethylphenyl)-2-chloro-4-methoxypyrimidine-5-carboxamide [Si](C)(C)(C(C)(C)C)OC=1C(=C(C(=CC1)C)NC(=O)C=1C(=NC(=NC1)Cl)OC)C